C(C(C)C)C1=CC=C(C=C1)C(C(=O)NNC(=O)C1=C(OC=2N=C(N=C(C21)N2CCN(CC2)C)NC2=CC=C(C=C2)OC(F)(F)F)C)C N'-(2-(4-isobutylphenyl)propionyl)-6-methyl-4-(4-methylpiperazin-1-yl)-2-(4-(trifluoromethoxy)phenylamino)furo[2,3-d]pyrimidine-5-carbohydrazide